N-(Trans-4-(2-hydroxypropan-2-yl)cyclohexyl)-2-(3-methylimidazo[1,5-a]pyridin-1-yl)pyrimidine-5-carboxamide OC(C)(C)[C@@H]1CC[C@H](CC1)NC(=O)C=1C=NC(=NC1)C=1N=C(N2C1C=CC=C2)C